O=C(C(=O)NC=1C2=C(C=NC1)C=NN2)N2[C@H](CC[C@@H](C2)C)C=2C=CC1=CN(N=C1C2)[C@@H]2CN(CC2)C 2-oxo-N-(1H-pyrazolo[4,3-c]pyridin-7-yl)-2-[(2R,5S)-5-methyl-2-[2-[(3S)-1-methylpyrrolidin-3-yl]indazol-6-yl]-1-piperidyl]acetamide